1-(3-phenylpropionyl)piperidin-4-one C1(=CC=CC=C1)CCC(=O)N1CCC(CC1)=O